FC1(C2CN(C(CC1)C2)C2=NC=1C3CCC(C1C=C2C(=O)NC2=CC(=CC=C2)S(N)(=O)=O)C3)F 2-(2,2-difluoro-6-azabicyclo[3.2.1]oct-6-yl)-N-(3-sulfamoylphenyl)-5,6,7,8-tetrahydro-5,8-methanoquinoline-3-carboxamide